2-(6-chloro-1H-indol-3-yl)propionic acid ClC1=CC=C2C(=CNC2=C1)C(C(=O)O)C